3-(5-n-nonenyl)phenol C(CCCC=CCCC)C=1C=C(C=CC1)O